2,4-Dibromo-5-methoxybenzenesulfonylchloride BrC1=C(C=C(C(=C1)Br)OC)S(=O)(=O)Cl